1-(3-aminopropyl)-4-methyl-piperazine NCCCN1CCN(CC1)C